CC(CCCCCCC(=O)O)CC(C)(C)C 8,10,10-trimethylundecanoic acid